OC1=CC=C(OC(C(=O)O)=C)C=C1 R-2-(4-hydroxyphenoxy)acrylic acid